2-(azetidin-1-yl)ethyl (trans-4-((4-(5-(methanesulfonyl)-pyridin-3-yl)-5-(trifluoromethyl)pyrimidin-2-yl)amino)cyclohexyl)(5-(2-methoxypyrimidin-5-yl)pyrazin-2-yl)carbamate CS(=O)(=O)C=1C=C(C=NC1)C1=NC(=NC=C1C(F)(F)F)N[C@@H]1CC[C@H](CC1)N(C(OCCN1CCC1)=O)C1=NC=C(N=C1)C=1C=NC(=NC1)OC